3-nitromethylene-5-methyl-hexanoic acid ethyl ester C(C)OC(CC(CC(C)C)=C[N+](=O)[O-])=O